tert-butyl trans-2-hydroxy-6-azaspiro[3.4]octane-6-carboxylate OC1CC2(C1)CN(CC2)C(=O)OC(C)(C)C